C(\C=C\C)NCCC(=O)O 3-[(2E)-BUT-2-EN-1-YLAMINO]PROPANOIC ACID